N-(1-methylpiperidin-4-yl)-5-(4,4,5,5-tetramethyl-1,3,2-dioxaborolan-2-yl)pyridin-3-amine CN1CCC(CC1)NC=1C=NC=C(C1)B1OC(C(O1)(C)C)(C)C